propyl-pentanone C(CC)CC(CCC)=O